C1(CCCCC1)[C@@H](C(=O)N1[C@@H](CCC1)C=1SC=C(N1)C(C1=CC(=CC=C1)O)=O)NC(OC(C)(C)C)=O tert-butyl ((S)-1-cyclohexyl-2-((S)-2-(4-(3-hydroxybenzoyl)thiazol-2-yl) pyrrolidin-1-yl)-2-oxoethyl)carbamate